methylsulfonyl-L-prolinamide CS(=O)(=O)N1[C@@H](CCC1)C(=O)N